8-methyl-2-(tetrahydro-2H-pyran-4-yl)imidazo[1,2-a]Pyrazine-6-carboxylic acid CC=1C=2N(C=C(N1)C(=O)O)C=C(N2)C2CCOCC2